(R)-6-fluoro-1-(3-hydroxycyclobutyl)-7-(2-(((3-methylpyridin-2-yl)oxy)methyl)pyrrolidin-1-yl)-4-oxo-1,4-dihydroquinoline-3-carboxylic acid FC=1C=C2C(C(=CN(C2=CC1N1[C@H](CCC1)COC1=NC=CC=C1C)C1CC(C1)O)C(=O)O)=O